FC1=C(C=CC=C1)C(=O)C12[C@@H](CC(C1)(C2)C2=CC=CC=C2)C2=NC=CC=C2 (2-fluorophenyl)((1R,2R,4S)-4-phenyl-2-(pyridin-2-yl)bicyclo[2.1.1]hexan-1-yl)methanone